[(1R,4S)-4-methoxycarbonylcyclopent-2-en-1-yl]ammonium COC(=O)[C@@H]1C=C[C@@H](C1)[NH3+]